N1(N=NC=C1)C[C@@H]1C[C@H](NC1)CONC(=O)[C@H]1N2C(N([C@H](CC1)C2)OS(=O)(=O)O)=O (2S,5R)-N-{[(2S,4R)-4-(1H-1,2,3-triazol-1-ylmethyl)-pyrrolidin-2-yl]methyloxy}-7-oxo-6-(sulfooxy)-1,6-diazabicyclo[3.2.1]octane-2-carboxamide